C(C)(C)(C)C1=CC=C(C=C1)C=1C(=C(N2C1C(N(C1=CC=CC=C21)CCO)=O)C2=CC=CC=C2)C#N 3-(4-(tert-butyl)phenyl)-5-(2-hydroxyethyl)-4-oxo-1-phenyl-4,5-dihydropyrrolo[1,2-a]quinoxaline-2-carbonitrile